N-Methyl-6-(2-methyl-2H-indazol-5-yl)-N-(piperidin-4-yl)[1,3]thiazolo[4,5-c]pyridin-2-amin-Hydrochlorid Cl.CN(C=1SC2=C(C=NC(=C2)C2=CC3=CN(N=C3C=C2)C)N1)C1CCNCC1